5-amino-3-(4-(2-methoxy-4-methylpyrimidin-5-yl)benzyl)-1,2,3-oxadiazol-3-ium NC1=C[N+](=NO1)CC1=CC=C(C=C1)C=1C(=NC(=NC1)OC)C